C1NC(=CS1)C(=O)O dihydrothiazole-4-carboxylic acid